ClC1=C(N=C(NC1=O)C1=CC(=NC=C1)F)N1CCOCC(C1)(F)F 5-chloro-4-(6,6-difluoro-1,4-oxazepan-4-yl)-2-(2-fluoro-4-pyridinyl)-1H-pyrimidin-6-one